O=C1NC(=CC=2N1C=CC2)C2CN(CC2)C(=O)OC(C)(C)C tert-butyl 3-(1-oxo-1,2-dihydropyrrolo[1,2-c]pyrimidin-3-yl)pyrrolidine-1-carboxylate